2,3,4,5-Tetrahydro-1h-1,5-methanobenzo[d]azepine hydrochloride Cl.C12CNCC(C3=C1C=CC=C3)C2